6-Fluoro-3-(4-piperidinyl)-1,2-benzoxazole hydrochloride Cl.FC1=CC2=C(C(=NO2)C2CCNCC2)C=C1